COC1=NN(C=C1C(=O)NC1=NC(=CC=C1)C=1N2C(=NN1)CC[C@@H]2C)C2=CC(N(C=C2)C)=C=O (S)-3-methoxy-1-(1-methyl-2-carbonyl-1,2-dihydropyridin-4-yl)-N-(6-(5-methyl-6,7-dihydro-5H-pyrrolo[2,1-c][1,2,4]triazol-3-yl)pyridin-2-yl)-1H-pyrazole-4-carboxamide